C(C)N(CCCCC(=O)OC(CCOC(CCCCC(OCCCCCCCC)OCCCCCCCC)=O)CCCCCCCCCCCC)CC.FC1=CC=C(C=C1)[C@@H]1N(CCC2=CC=CC=C12)C(=O)[C@H]1OC[C@@]2(CO2)C1 ((S)-1-(4-fluorophenyl)-3,4-dihydroisoquinolin-2(1H)-yl)((3S,6S)-1,5-dioxaspiro[2.4]heptan-6-yl)methanone 3-((5-(diethylamino)pentanoyl)oxy)pentadecyl-6,6-bis(octyloxy)hexanoate